ethyl 1-(2,2-dimethoxypropyl)pyrazole-4-carboxylate COC(CN1N=CC(=C1)C(=O)OCC)(C)OC